7-(2-chloro-8-methyl-imidazo[1,2-b]pyridazin-6-yl)-2-(4-piperidinyl)thiazolo[3,2-a]pyrimidin-5-one ClC=1N=C2N(N=C(C=C2C)C=2N=C3N(C(C2)=O)C=C(S3)C3CCNCC3)C1